(4-(3-hydroxyoxetan-3-yl)phenyl)(4-((4-methoxy-5-(trifluoromethyl)pyrimidin-2-yl)oxy)piperidin-1-yl)methanone OC1(COC1)C1=CC=C(C=C1)C(=O)N1CCC(CC1)OC1=NC=C(C(=N1)OC)C(F)(F)F